(1R,2S,6S,8R,9S)-8-(fluoromethyl)-4,4,11,11-tetramethyl-3,5,7,10,12-pentaoxatricyclo[7.3.0.02,6]dodecane FC[C@@H]1O[C@H]2OC(O[C@H]2[C@@H]2OC(O[C@H]12)(C)C)(C)C